N-((2-(6-(2-Ethyl-5-Fluoro-4-Hydroxyphenyl)-1H-Indazol-3-yl)-1H-Imidazol-4-yl)methyl)ethansulfonamid C(C)C1=C(C=C(C(=C1)O)F)C1=CC=C2C(=NNC2=C1)C=1NC=C(N1)CNS(=O)(=O)CC